tert-butyl 7-[2-({4-[2-(2-methoxyethoxy)ethanesulfonyl]phenyl}amino)-5H,6H,7H,8H-pyrido[3,4-d]pyrimidin-7-yl]-8-methyl-1H,2H,3H-pyrido[2,3-b][1,4]oxazine-1-carboxylate COCCOCCS(=O)(=O)C1=CC=C(C=C1)NC=1N=CC2=C(N1)CN(CC2)C2=C(C1=C(OCCN1C(=O)OC(C)(C)C)N=C2)C